COC(CC(=O)OC)OC methyl 3,3-dimethyloxypropionate